C(C1=CC=CC=C1)OC1=C(C=CC=C1F)C1=CC(=C(C=C1F)F)C[C@]1(C[C@H](CC1)NS(=O)(=O)CC)C(=O)N (1R,3S)-1-((2'-(benzyloxy)-3',4,6-trifluoro-[1,1'-biphenyl]-3-yl)methyl)-3-(ethylsulfonamido)cyclopentane-1-carboxamide